C(C=C)(=O)O.C(O)C(OCOC)(CO)CO trimethylol-endo-methylal endo-acrylate